tetramethyl-1,2,3,4-tetrahydro-1,4-methanonaphthalene-2,3,6,7-tetracarboxylate CC12C(C(C(C3=CC(=C(C=C13)C(=O)[O-])C(=O)[O-])(C2)C)(C(=O)[O-])C)(C(=O)[O-])C